CN1N=C2C(NC(CCC2)=O)=C1 2-methyl-7,8-dihydropyrazolo[4,3-b]azepine-5(2H,4H,6H)-one